N1(CCCC1)C1=CC=C(C=O)C=C1 4-(pyrrolidine-1-yl)benzaldehyde